[Ca].[Al].[Mg].[Fe] iron-magnesium-aluminum-calcium